[C-]#N.C(CCCCCCCCC)[N+]1(CCCCC1)CCCC 1-decyl-1-butylpiperidinium cyanide